4-methyl-1-[(2S)-2-(4-methylsulfonylpiperazin-1-yl)propyl]-5-[[2-[6-(1,1,2,2,2-pentafluoroethyl)quinazolin-4-yl]-2,7-diazaspiro[3.5]nonan-7-yl]methyl]indole-2-carbonitrile CC1=C2C=C(N(C2=CC=C1CN1CCC2(CN(C2)C2=NC=NC3=CC=C(C=C23)C(C(F)(F)F)(F)F)CC1)C[C@H](C)N1CCN(CC1)S(=O)(=O)C)C#N